O=C1NC(CCC1N1CC2=CC=C(C=C2C1=O)NCC(=O)NC1=CC=CC=C1)=O 2-[[2-(2,6-dioxo-3-piperidyl)-3-oxo-isoindolin-5-yl]amino]-N-phenyl-acetamide